FC(C=1N=C2N(C(=CC=C2)NC2CCC(CC2)NC(C2=CC(=CC=C2)NCC(F)(F)F)=O)C1)(F)F N-[(1s,4s)-4-{[2-(trifluoromethyl)imidazo[1,2-a]pyridin-5-yl]amino}cyclohexyl]-3-[(2,2,2-trifluoroethyl)amino]benzamide